NC=1C=C(C=CC1F)C1=CC=C(C=C1)C1=N[C@H](C=2N(C3=C1C(=C(S3)C)C)C(=NN2)C)CC(=O)N (S)-2-(4-(3'-amino-4'-fluoro-[1,1'-biphenyl]-4-yl)-2,3,9-trimethyl-6H-thieno[3,2-f][1,2,4]triazolo[4,3-a][1,4]diazepin-6-yl)acetamide